5-bromo-6-methyl-2-oxo-2H-[1,2'-bipyridine]-3-carboxamide BrC=1C=C(C(N(C1C)C1=NC=CC=C1)=O)C(=O)N